11-(4-Methylpiperazin-1-yl)-2-(trifluoromethyl)dibenzo[b,f][1,4]oxazepine CN1CCN(CC1)C1=NC2=C(OC3=C1C=C(C=C3)C(F)(F)F)C=CC=C2